2-(8-Chloroquinolin-6-yl)acetic acid ClC=1C=C(C=C2C=CC=NC12)CC(=O)O